methyl 4,6-dichloro-5-nitro-pyridine-2-carboxylate ClC1=CC(=NC(=C1[N+](=O)[O-])Cl)C(=O)OC